(5R)-N-(1-(((2S)-1-amino-1-oxoprop-2-yl)amino)-2-(4-ethylphenyl)-1-oxobutan-2-yl)-7,7-dimethyl-5-phenyl-4,5,6,7-tetrahydropyrazolo[1,5-a]pyridine-3-carboxamide NC([C@H](C)NC(C(CC)(C1=CC=C(C=C1)CC)NC(=O)C=1C=NN2C1C[C@@H](CC2(C)C)C2=CC=CC=C2)=O)=O